CC1C=2N(CCN1C(=O)C1=CC=C(C=C1)C=1SC=CC1)C(=NN2)C=2N=C(OC2)C2=CC=CC=C2 (8-methyl-3-(2-phenyloxazol-4-yl)-5,6-dihydro-[1,2,4]triazolo[4,3-a]pyrazin-7(8H)-yl)(4-(thiophen-2-yl)phenyl)methanone